NC1(COC(OC1)CCN(C1=CC=C(C#N)C=C1)CC1=CC(=C(C=C1)OC)F)CO 4-((2-((2s,5s)-5-amino-5-(hydroxymethyl)-1,3-dioxan-2-yl)ethyl)(3-fluoro-4-methoxybenzyl)amino)benzonitrile